ethyl 6-((S)-4-((benzyloxy) carbonyl)-3-(cyanomethyl) piperazin-1-yl)-2-(((S)-1-methylpyrrolidin-2-yl) methoxy)-5-nitropyrimidine-4-carboxylate C(C1=CC=CC=C1)OC(=O)N1[C@H](CN(CC1)C1=C(C(=NC(=N1)OC[C@H]1N(CCC1)C)C(=O)OCC)[N+](=O)[O-])CC#N